C(CCCCCCCCC)(=O)O[C@H](CO)COP(=O)(O)OCC[N+](C)(C)C 2-decoyl-sn-glycero-3-phosphorylcholine